5-((2',4'-dimethyl-[1,1'-biphenyl]-4-yl)oxy)-1H-1,2,3-triazole-4-carboxylic acid CC1=C(C=CC(=C1)C)C1=CC=C(C=C1)OC1=C(N=NN1)C(=O)O